(E)-3-(1-methylpyrazol-4-yl)prop-2-enal CN1N=CC(=C1)/C=C/C=O